[NH-]CCCCC[NH-] Pentamethylenediamide